C1(CC1)S(=O)(=O)N1CCC(CC1)NC=1N=CC2=C(N1)C(=NC(=C2)C)N2CC(C2)CS(=O)(=O)C N-(1-(cyclopropylsulfonyl)piperidin-4-yl)-6-methyl-8-(3-((methylsulfonyl)methyl)azetidin-1-yl)pyrido[3,4-d]pyrimidin-2-amine